TETRAHYDROPYRIDOPYRIMIDINE C1C2=C(C=CC=N2)NCN1